4-(1-benzyl-5-isopropoxy-1H-benzo[d]imidazol-2-yl)-3-chlorophenol C(C1=CC=CC=C1)N1C(=NC2=C1C=CC(=C2)OC(C)C)C2=C(C=C(C=C2)O)Cl